(E)-ethyl 2-(2-(2-bromo-4-fluorophenyl) hydrazono)propanoate BrC1=C(C=CC(=C1)F)N\N=C(\C(=O)OCC)/C